carbon niobium-tungsten-molybdenum-zirconium [Zr].[Mo].[W].[Nb].[C]